3-((S)-1-(((benzyloxy)carbonyl)amino)but-3-en-1-yl)Benzene C(C1=CC=CC=C1)OC(=O)N[C@@H](CC=C)C=1C=CC=CC1